C1(=C(C=CC=C1)C1=C(C(=NN=N1)C1=C(C2=C([Se]C3=C2C=CC=C3)C=C1)C1=CC=CC=C1)C1=CC=CC=C1)C1=CC=CC=C1 [(biphenylyl)phenyltriazinyl]phenyldibenzoselenophene